tert-butyl N-[[5-(imidazo[1,2-a]pyridin-6-yloxymethyl)-2-oxabicyclo[3.1.1]heptan-1-yl]methyl]carbamate N=1C=CN2C1C=CC(=C2)OCC21CCOC(C2)(C1)CNC(OC(C)(C)C)=O